FC(S(=O)(=O)OC1=NC2=C(C=C(C=C2N=C1C)C)Br)(F)F 8-bromo-3,6-dimethylquinoxalin-2-yl trifluoromethanesulfonate